(2R,3S,4S,5S,6R)-2-(hydroxymethyl)-6-(4-methoxyphenoxy)tetrahydropyran-3,4,5-triol OC[C@H]1O[C@@H]([C@H]([C@H]([C@@H]1O)O)O)OC1=CC=C(C=C1)OC